C(C=C)OCC(C(=O)O)=C dl-2-(allyloxymethyl)acrylic acid